C(C)C1=C(C=C(C(=C1)O)F)C1=CC=C2C(=NNC2=C1)C=1NC=C(N1)CN1CCC(CC1)C#N 1-((2-(6-(2-ethyl-5-fluoro-4-hydroxyphenyl)-1H-indazol-3-yl)-1H-imidazol-4-yl)methyl)piperidine-4-carbonitrile